(S)-N-(3-(6-chloropyridazin-3-yl)prop-2-yn-1-yl)-1-(3-cyano-6-methyl-4-(trifluoromethyl)pyridin-2-yl)-N-(4-fluorophenyl)pyrrolidine-2-carboxamide tetradec-11-en-1-yl-acetate C(CCCCCCCCCC=CCC)CC(=O)O.ClC1=CC=C(N=N1)C#CCN(C(=O)[C@H]1N(CCC1)C1=NC(=CC(=C1C#N)C(F)(F)F)C)C1=CC=C(C=C1)F